FC1(CCN(CC1)C1=NC(=CC(=N1)NC(C1=C(C=C(C=C1)I)F)=O)C)F N-(2-(4,4-difluoropiperidin-1-yl)-6-methylpyrimidin-4-yl)-2-fluoro-4-iodobenzamide